3-(5-Methyl-1,2,4-oxadiazol-3-yl)-N-[3-oxo-3-[(7-propoxy-1,3-benzothiazol-2-yl)amino]propyl]benzamide CC1=NC(=NO1)C=1C=C(C(=O)NCCC(NC=2SC3=C(N2)C=CC=C3OCCC)=O)C=CC1